CN(C1=C(C=CC=C1)N1N=C(C=C1C1=CC=C2C=NN(C2=C1)CC)COC(C(=O)O)(C)C)C 2-([1-[2-(dimethylamino)phenyl]-5-(1-ethyl-1H-indazol-6-yl)-1H-pyrazol-3-yl]-methoxy)-2-methylpropanoic acid